t-butanol citrate C(CC(O)(C(=O)O)CC(=O)O)(=O)O.C(C)(C)(C)O